tert-butyl ((1r,4r)-4-(2-(3-(1-(2-(diisopropylcarbamoyl)-4-fluorophenyl)-1H-pyrrolo[2,3-c]pyridin-3-yl)azetidin-1-yl)ethyl)cyclohexyl)carbamate C(C)(C)N(C(=O)C1=C(C=CC(=C1)F)N1C=C(C=2C1=CN=CC2)C2CN(C2)CCC2CCC(CC2)NC(OC(C)(C)C)=O)C(C)C